5-[4-[(3aR,6aS)-1,3,3a,4,6,6a-Hexahydrofuro[3,4-c]pyrrol-5-yl]pyrazolo[3,4-d]pyrimidin-2-yl]-1H-pyrimidine-2,4-dione C1OC[C@@H]2[C@H]1CN(C2)C=2C=1C(N=CN2)=NN(C1)C=1C(NC(NC1)=O)=O